C(C1=CC=CC=C1)OC=1C(=NC=C(C1)OCC1=CC=CC=C1)C#N 3,5-Bis-benzyloxy-pyridine-2-carbonitrile